(4S)-4-(2-(4,7-difluoro-3,3-dimethyl-2-oxo-5-(trifluoromethyl)indol-1-yl)acetamido)-3-methylpentanoic acid FC1=C2C(C(N(C2=C(C=C1C(F)(F)F)F)CC(=O)N[C@H](C(CC(=O)O)C)C)=O)(C)C